FC1=CC2=C(C(C3=C(SC2)C2=C(C=C3)C=CS2)=O)C=C1 9-fluorobenzo[e]thieno[3',2':5,6]benzo[1,2-b]thiepin-6(11H)-one